5-Bromo-6-methoxy-1-(tetrahydrofuran-3-yl)-1H-indazole BrC=1C=C2C=NN(C2=CC1OC)C1COCC1